C(C)(C)(C)C(C(=O)OCC1=C(C=NC=C1)OCC1=CC=CC=C1)C(CC1=C(C=C(C(=C1)F)F)F)=O (3-(benzyloxy)pyridin-4-yl)methanol tert-butyl-4-(2,4,5-trifluorophenyl)-3-oxobutyrate